tertbutyl 8-formyl-2,3-dihydro-1,4-benzoxazine-4-carboxylate C(=O)C1=CC=CC=2N(CCOC21)C(=O)OC(C)(C)C